5,6,7,8-tetrahydro-1,7-naphthyridine-2-carboxylic acid methyl ester dihydrochloride Cl.Cl.COC(=O)C1=NC=2CNCCC2C=C1